(S)-2-(4-((4-(trifluoromethyl)piperidin-1-yl)methyl)piperidine-1-carbonyl)pyrrolidine-1-carboxylic acid tert-butyl ester C(C)(C)(C)OC(=O)N1[C@@H](CCC1)C(=O)N1CCC(CC1)CN1CCC(CC1)C(F)(F)F